methyl 3,5-dihydroxy-4-methoxybenzoate OC=1C=C(C(=O)OC)C=C(C1OC)O